binaphthyl-amine phosphorus [P].C=1(C(=CC=C2C=CC=CC12)N)C1=CC=CC2=CC=CC=C12